COC1(C=C(C(C(C1)(C)C)=O)C#N)C1=NC=C(C=N1)C(F)(F)F 3-methoxy-5,5-dimethyl-6-oxo-3-[5-(trifluoromethyl)pyrimidin-2-yl]cyclohex-1-ene-1-carbonitrile